[6-(3-cyclopropyl-1,2,4-triazol-1-yl)-2-azaspiro[3.3]heptan-2-yl]-[7-[[6-(trifluoromethyl)-3-pyridinyl]methyl]-2,7-diazaspiro[3.4]octan-2-yl]methanone C1(CC1)C1=NN(C=N1)C1CC2(CN(C2)C(=O)N2CC3(C2)CCN(C3)CC=3C=NC(=CC3)C(F)(F)F)C1